FCOC=1C=C(C(=O)NC)C=CC1NCC#CC=1N(C2=CC=CC(=C2C1)NC1CCC(CC1)N(C)CCOC)CC(F)(F)F 3-(fluoromethoxy)-N-methyl-4-{[3-(4-{[(1S,4S)-4-[(2-methoxyethyl)(methyl)amino]cyclohexyl]amino}-1-(2,2,2-trifluoroethyl)-1H-indol-2-yl)prop-2-yn-1-yl]amino}benzamide